7-(4-chlorobenzyl)-8-(4-ethyl-1-fluorocyclohexyl)-1-(3-hydroxypropyl)-3-methyl-3,7-dihydro-1H-purine-2,6-dione ClC1=CC=C(CN2C(=NC=3N(C(N(C(C23)=O)CCCO)=O)C)C2(CCC(CC2)CC)F)C=C1